FC1=C(C(=CC=C1)OC=1C(=NC2=C(C=CC=C2C1)F)C)C(C)(C)O 2-[2-fluoro-6-[(8-fluoro-2-methyl-3-quinolinyl)oxy]phenyl]propan-2-ol